OC1=C(C=C(C=C1)NC(C1=CC=C(C=C1)CCC1=CC=C(C=C1)SC(F)(F)F)=O)S(=O)(=O)C N-(4-hydroxy-3-(methylsulfonyl)phenyl)-4-(4-((trifluoromethyl)thio)phenethyl)benzamide